4-chloro-6-(1H-imidazol-1-yl)-1-methylquinolin ClC1=CCN(C2=CC=C(C=C12)N1C=NC=C1)C